Azaspiro[3.5]nonan-2-ol N1C(CC12CCCCC2)O